FC1(CCN(CC1)C1=CC=C(C=C1)NC=1C=C2CNCC2=CC1)F N-(4-(4,4-difluoropiperidin-1-yl)phenyl)isoindolin-5-amine